2,2'-(((bicyclo[1.1.1]pentane-1,3-diylbis(methylene))bis(oxy))bis(ethane-2,1-diyl))bis(isoindoline-1,3-dione) C12(CC(C1)(C2)COCCN2C(C1=CC=CC=C1C2=O)=O)COCCN2C(C1=CC=CC=C1C2=O)=O